C1=C[SiH2]C2=C1C1=C(C=CC=3C=CC=CC13)C=C2 Benzonaphthosilole